(+/-)-N-{4-[(3-bromo-1-{[2-(trimethylsilyl)ethoxy]methyl}-1H-pyrrolo[2,3-b]pyridin-4-yl)oxy]-3,5-difluorophenyl}-N'-[(1R)-1-(oxetan-3-yl)ethyl]urea BrC1=CN(C2=NC=CC(=C21)OC2=C(C=C(C=C2F)NC(=O)N[C@H](C)C2COC2)F)COCC[Si](C)(C)C |r|